Indol-6(5H)-one N1C=CC2=CCC(C=C12)=O